C(C)(C)(CC)OOC(C)(C)CC dit-amyl peroxide